C(C)(C)(C)OOCCCCOCCCCOOC(C)(C)C tert-butylperoxy-butyl ether